CC1=C(C=CC=C1C)N1CCN(CC1)C(CN1N=C(C2=C1CCC2)C(=O)N2C[C@H]([C@H](CC2)O)F)=O 1-[4-(2,3-Dimethylphenyl)piperazin-1-yl]-2-{3-[(3R,4S)-3-fluoro-4-hydroxypiperidin-1-carbonyl]-5,6-dihydrocyclopenta[c]pyrazol-1(4H)-yl}ethan-1-on